C(C)(C)(C)C1=CC=C(C=C1)C=1C=2N(C3=CC=C(C=C3N1)C1=NN=NN1)C=CN2 4-(4-(tert-butyl)phenyl)-7-(1H-tetrazol-5-yl)imidazo[1,2-a]quinoxaline